N,N-dimethyl-ammonium acrylate C(C=C)(=O)[O-].C[NH2+]C